4,6-diacetylethynyl-dibenzofuran C(C)(=O)C1=CC=C(C2=C1OC1=C2C=CC=C1C(C)=O)C#C